OC1=C(C=C(CC2=C(C(=C(C(=C2C)CC2=CC(=C(C(=C2)C(C)(C)C)O)C(C)(C)C)C)CC2=CC(=C(C(=C2)C(C)(C)C)O)C(C)(C)C)C)C=C1C(C)(C)C)C(C)(C)C 2,4,6-Tris(4-hydroxy-3,5-di-tert-butyl-benzyl)-1,3,5-trimethylbenzene